4-(((S)-3-methylpiperidin-1-yl)methyl)-6,7,8,8a-tetrahydrobenzo[cd]indole C[C@@H]1CN(CCC1)CC=1C=C2C3=C(C=NC3CCC2)C1